C1(CCCCC1)CN1C2=CC=CC=C2C=2C=CN=CC12 9-cyclohexylmethyl-β-carboline